ethyl 4-(4-((1R,2R,4R)-4-amino-2-(hydroxymethyl)cyclopentyl)phenyl)-7-(4-(trifluoromethyl)phenyl)-2-naphthoate N[C@H]1C[C@H]([C@@H](C1)C1=CC=C(C=C1)C1=CC(=CC2=CC(=CC=C12)C1=CC=C(C=C1)C(F)(F)F)C(=O)OCC)CO